(3R,4R)-4-(3,4-dimethoxybenzyl)-2-oxo-tetrahydrofuran COC=1C=C(C[C@@H]2CC(OC2)=O)C=CC1OC